C(C)(CC)C1=C(C=CC(=C1)Br)Br 2-secButyl-1,4-Dibromobenzol